[Ag].[Pd].[Au] Gold Palladium Silver